COC=1C=CC=2C3=C(C=NC2N1)N=CN3CC3=CC=C(C=C3)NS(=O)(=O)N 4-((7-methoxy-1H-imidazo[4,5-c][1,8]naphthyridin-1-yl)methyl)phenyl-sulfamide